N-(4-((3,5-dimethyl-4-oxo-3,4-dihydroquinazolin-6-yl)oxy)-3,5-difluoropyridin-2-yl)propane-1-sulfonamide CN1C=NC2=CC=C(C(=C2C1=O)C)OC1=C(C(=NC=C1F)NS(=O)(=O)CCC)F